C1(CC1)C1=NN(C2=CC=CC(=C12)N1CCN(CC1)C(=O)OC(C)(C)C)[C@@H]1C[C@H](C1)CN1C(C2=CC=CC=C2C1=O)=O tert-butyl 4-(3-cyclopropyl-1-(trans-3-((1,3-dioxoisoindolin-2-yl)methyl)cyclobutyl)-1H-indazol-4-yl)piperazine-1-carboxylate